5-(4-chloro-2-fluoro-6-methylphenyl)-3-(4-(4-methylpiperazin-1-yl)pyrid-3-yl)-1H-pyrazolo[4,3-c]pyridazin-6(5H)-one ClC1=CC(=C(C(=C1)C)N1N=C2C(=CC1=O)NN=C2C=2C=NC=CC2N2CCN(CC2)C)F